C(C)OC(=O)C1=CC=2C(=C(N=CC2C2CC2)OC)N1.C(C)OC1=C(C=CC=C1)NC(C(=O)NC1=CC=C(C=C1)CC)=O N-(2-ethoxyphenyl)-N'-(4-ethylphenyl)ethanediamide ethyl-4-cyclopropyl-7-methoxy-1H-pyrrolo[2,3-c]pyridine-2-carboxylate